(E)-4-((4-(dimethylamino)-4-oxobut-2-en-1-yl)oxy)isoindoline-2-carboxylic acid tert-butyl ester C(C)(C)(C)OC(=O)N1CC2=CC=CC(=C2C1)OC\C=C\C(=O)N(C)C